O[C@@H](CN([C@@H]1CN(CC1)C(=O)C=1C=CC2=C(N(C=[N+]2CC)CC)C1)C[C@@H]([C@H]([C@@H]([C@@H](CO)O)O)O)O)[C@H]([C@@H]([C@@H](CO)O)O)O 6-[(3S)-3-{bis[(2S,r,4r,5r)-2,3,4,5,6-pentahydroxyhexyl]amino}pyrrolidine-1-carbonyl]-1,3-diethyl-1H-1,3-benzodiazole-3-ium